N2-(4-(6-azaspiro[2.5]octan-4-yl)butyl)-N2-(4-methoxybenzyl)-6-methylpyrimidine-2,4-diamine C1CC12C(CNCC2)CCCCN(C2=NC(=CC(=N2)N)C)CC2=CC=C(C=C2)OC